[SiH3]O[Al]O[SiH3] bis-siloxyaluminum